COC(=O)N1C=CN=CC=C1 [1,4]Diazepine-4-carboxylic acid methyl ester